bis(2,2,2-trifluoroethyl) ethylene carbonate C(O)(O)=O.FC(CC=CCC(F)(F)F)(F)F